C1(=CC=C(C=C1)N1N=CC(=C1)C(=O)OCC)C ethyl 1-(p-tolyl)-1H-pyrazole-4-carboxylate